C1(CCC1)N1C=CC=2C1=NC=C(C2)[N+](=O)[O-] 1-cyclobutyl-5-nitropyrrolo[2,3-b]pyridine